tert-butyl N-[6-[5-(1-cyano-1-methyl-ethyl)pyridin-2-yl]thiazolo[4,5-b]pyrazin-2-yl]carbamate C(#N)C(C)(C)C=1C=CC(=NC1)C=1N=C2C(=NC1)N=C(S2)NC(OC(C)(C)C)=O